OC1=CC=C(C=C1)C(=O)C1=CN(C2=CN=CC=C21)C (4-hydroxyphenyl)(1-methyl-1H-pyrrolo[2,3-c]pyridin-3-yl)methanone